Racemic-7-(2,6-Difluorobenzyl)-3-(3-methyl-2-thienyl)-1-oxa-2,7-diazaspiro[4.4]non-2-en-6-one FC1=C(CN2C([C@]3(CC(=NO3)C=3SC=CC3C)CC2)=O)C(=CC=C1)F |r|